O=C1CCC2N(CCN(C2)C(=O)OC(C)(C)C)C1 tert-butyl 7-oxooctahydro-2H-pyrido[1,2-a]pyrazine-2-carboxylate